IC=1C(=NSC1C)N 4-iodo-5-methylisothiazol-3-amine